4-(((3R,6S)-6-(hydroxymethyl)tetrahydro-2H-pyran-3-yl)amino)-1H-pyrrole OC[C@@H]1CC[C@H](CO1)NC=1C=CNC1